C(C)(=O)NC[C@H](C)C1=CC=C(C=C1)NC1=NC=NC2=CC(=C(C=C12)OCCCCl)OC (R)-4-[4-(2-acetamido-1-methylethyl)phenylamino]-7-methoxy-6-(3-chloropropoxy)quinazoline